N1=C(C=C2N1C=CC=C2)[C@H]2N(CCC1=C2N=CN1)C(=O)C=1OC(=NN1)C1=NC=CC(=C1)C(F)(F)F (S)-(4-(pyrazolo[1,5-a]pyridin-2-yl)-6,7-dihydro-1H-imidazo[4,5-c]pyridin-5(4H)-yl)(5-(4-(trifluoromethyl)pyridin-2-yl)-1,3,4-oxadiazol-2-yl)methanone